6-chloro-N-{3-[2-(4-chloro-3-fluorophenoxy)acetamido]bicyclo[1.1.1]pent-1-yl}-4-[(methanesulfonyl)amino]-3,4-dihydro-2H-1-benzopyran-2-carboxamide ClC=1C=CC2=C(C(CC(O2)C(=O)NC23CC(C2)(C3)NC(COC3=CC(=C(C=C3)Cl)F)=O)NS(=O)(=O)C)C1